C(#N)[C@H](C[C@H]1C(NCC1)=O)NC([C@H](CC(C)C)N1C(C2=CC=CC=C2C(=C1)OC)=O)=O (S)-N-((S)-1-cyano-2-((S)-2-oxopyrrolidin-3-yl)ethyl)-2-(4-methoxy-1-oxoisoquinolin-2-yl)-4-methylpentanamide